N-[3-[[(4Z)-4-(1,3-benzothiazol-6-ylmethylene)-5-oxo-1H-imidazol-2-yl]amino]-1-adamantyl]acetamide S1C=NC2=C1C=C(C=C2)\C=C\2/N=C(NC2=O)NC21CC3(CC(CC(C2)C3)C1)NC(C)=O